S1C(SCCC1)C(=O)OCC ethyl 1,3-dithiane-2-carboxylate